O-[(3,4-dichlorophenyl)methyl]hydroxylamine ClC=1C=C(C=CC1Cl)CON